N[C@@H]1[C@H](CCCC1)NC(=O)C=1SC=2N=CC=C3N(C(NC1C23)=O)C2=C(C=C(C=C2)OC2=CC=CC=C2)C N-((1S,2S)-2-Aminocyclohexyl)-5-(2-methyl-4-phenoxyphenyl)-4-oxo-4,5-dihydro-3H-1-thia-3,5,8-triazaacenaphthylene-2-carboxamide